COC1=C(C=CC=C1)C1=CC(=NO1)C1=CC=C(C=C1)CC(=O)N (4-(5-(2-methoxyphenyl)isoxazol-3-yl)phenyl)acetamide